C(C1=CC=CC=C1)(C1=CC=CC=C1)N1CC(C1)O 1-benzhydrylazetidin-3-ol